5-Bromo-4-iodo-2-methyl-2H-indazole BrC1=C(C2=CN(N=C2C=C1)C)I